ClC=1C(=NC=CC1C1=C(N=C(C=2N1N=CC2)N2CCC1(CC2)[C@@H](C2=CC=C(C=C2C1)F)N[S@](=O)C(C)(C)C)C)C (R)-N-[(1S)-1'-[7-(3-chloro-2-methyl-4-pyridinyl)-6-methyl-pyrazolo[1,5-a]pyrazin-4-yl]-5-fluoro-spiro[indan-2,4'-piperidin]-1-yl]-2-methyl-propane-2-sulfinamide